FC1(CC2(CCN(C2)C=2N=C3N(C(C2C)=O)C=C(C=C3[C@@H](C)NC3=C(C(=O)O)C=CC=C3)C)CC1)F 2-(((1R)-1-(2-(7,7-difluoro-2-azaspiro[4.4]nonan-2-yl)-3,7-dimethyl-4-oxo-4H-pyrido[1,2-a]pyrimidin-9-yl)ethyl)amino)benzoic acid